N-methyl-N'-undecylurea CNC(=O)NCCCCCCCCCCC